OC[C@@H]1N(CCC1)C=1C2=C(N=C(N1)NC=1N=CN(C1)C1=CC(=C(C(=C1)OC)OC)OC)CN(C2)C(=O)OC(C)(C)C tert-butyl (R)-4-(2-(hydroxymethyl) pyrrolidin-1-yl)-2-(1-(3,4,5-trimethoxyphenyl)-1H-imidazol-4-ylamino)-5H-pyrrolo[3,4-d]pyrimidine-6(7H)-carboxylate